tert-butyl 2-{[3-chloro-4-(3,6-dihydro-2H-pyran-4-yl)phenyl]methyl}morpholine-4-carboxylate ClC=1C=C(C=CC1C=1CCOCC1)CC1CN(CCO1)C(=O)OC(C)(C)C